FC=1C=C2C(=NC1)CN(C2)C(=O)NC2=CC=C(C=C2)C21CCC(CC2)(CC1)NC(=O)NCCC(C)(C)O 3-fluoro-N-(4-(4-(3-(3-hydroxy-3-methylbutyl)ureido)bicyclo[2.2.2]octan-1-yl)phenyl)-5,7-dihydro-6H-pyrrolo[3,4-b]pyridine-6-carboxamide